ClC=1C=NC(=NC1)[C@H]([C@H](C)S(=O)(=O)NC1=NN=C(N1C1=C(C=CC=C1OC)OC)[C@H]1CC12CC2)OC (1R,2S)-1-(5-chloropyrimidin-2-yl)-N-(4-(2,6-dimethoxyphenyl)-5-((S)-spiro[2.2]pentan-1-yl)-4H-1,2,4-triazol-3-yl)-1-methoxypropane-2-sulfonamide